C(C(C)C)N(C1=CC=CC(=N1)S(=O)(=O)NC(=O)C=1C(=NC=CC1)N1C(CC(C1)C)(C)C)C N-[[6-[Isobutyl(methyl)amino]-2-pyridyl]sulfonyl]-2-(2,2,4-trimethylpyrrolidin-1-yl)pyridin-3-carboxamid